6-((1H-tetrazol-5-yl)oxy)-5-fluorobenzofuran-3-carboxylic acid ethyl ester C(C)OC(=O)C1=COC2=C1C=C(C(=C2)OC2=NN=NN2)F